C(CCCCCCCCCCCC)P(O)(O)OC1=CC=C(C=C1)C(C)(C)C1=CC=C(C=C1)O 4,4'-isopropylidenediphenol tridecyl-phosphite